Br.Br.[C@@H]12NC[C@@H](NC1)C2 (1S,4S)-2,5-diazabicyclo[2.2.1]heptane dihydrobromide salt